BrC1=NC(=C(C=O)C=C1)F 6-bromo-2-fluoronicotinaldehyde